ClC=1C(=C(C=CC1)C1=C(C(=CC=C1)C[C@@H]1N(C[C@@H]([C@@H]1NS(=O)(=O)CC)F)C(=O)C1OCC1)F)F N-[(2S,3R,4S)-2-[(3'-chloro-2,2'-difluoro-[1,1'-biphenyl]-3-yl)methyl]-4-fluoro-1-(oxetane-2-carbonyl)pyrrolidin-3-yl]-ethanesulfonamide